FC(C=1C=C(C=C(C1)C(F)(F)F)C(C(C)N(C(C)C)CC1=C(C=CC(=C1)C(F)(F)F)C1=CC(=C(C=C1OC)C)OCCCCCC(=O)O)O)(F)F 6-((2'-(((1-(3,5-bis(trifluoromethyl)phenyl)-1-hydroxypropan-2-yl)(isopropyl)amino)methyl)-6-Methoxy-4-methyl-4'-(trifluoromethyl)-[1,1'-biphenyl]-3-yl)oxy)hexanoic acid